OC1CN(C1)C1=CC(=NC=C1)C(=O)NC=1C=CC=C2C=CC=NC12 4-(3-hydroxyazetidin-1-yl)-N-(quinolin-8-yl)picolinamide